OC1(CCC1)C=1C=CC(=NC1)NC(OC(C)(C)C)=O tert-butyl N-[5-(1-hydroxycyclobutyl)-2-pyridyl]carbamate